C(C)(C)(C)OC(=O)N1CCC(CC1)C(\C=C/N(C)C)=O (Z)-4-(3-(dimethylamino)acryloyl)piperidine-1-carboxylic acid tert-butyl ester